ClC1=C(C(=O)O)C=CC(=N1)F 2-chloro-6-fluoronicotinic acid